N-[(2-fluoro-6-methylphenyl)methylidene]hydroxylamine FC1=C(C(=CC=C1)C)C=NO